C1OCCC12CN(CC2)C=2N=CC(=NC2)OC2=C(C=C(C=C2)NC(=O)C2CC(C2)OC)C N-(4-((5-(2-oxa-7-azaspiro[4.4]nonan-7-yl)pyrazin-2-yl)oxy)-3-methylphenyl)-3-methoxycyclobutane-1-carboxamide